C(C)(C)(C)N(C(O)=O)C(C=O)C.CC=1C=C(C=C(C1)N1N=CC(=C1[N+](=O)[O-])C=1C=C2CCNC(C2=CC1)=O)NC(C=C)=O N-(3-methyl-5-(5-nitro-4-(1-oxo-1,2,3,4-tetrahydroisoquinolin-6-yl)-1H-pyrazol-1-yl)phenyl)acrylamide tert-butyl-(1-oxopropan-2-yl)carbamate